C(C)(=O)P(O)(O)=O acetyl-phosphonic acid